4-(difluoromethoxy)-3-(3-methyl-6-(pyrazolo[1,5-a]pyrimidin-3-yl)-1H-pyrazolo[4,3-c]pyridin-1-yl)benzonitrile FC(OC1=C(C=C(C#N)C=C1)N1N=C(C=2C=NC(=CC21)C=2C=NN1C2N=CC=C1)C)F